Ethyl 4-((2-amino-3-methoxy-6-methylbenzyl)amino)-1-methylcyclohexanecarboxylate NC1=C(CNC2CCC(CC2)(C(=O)OCC)C)C(=CC=C1OC)C